FC=1C=C2C=C(NC2=CC1NCC1=NOC=C1)CNC(=O)C1(CC1)C N-((5-fluoro-6-((isoxazol-3-ylmethyl)amino)-1H-indol-2-yl)methyl)-1-methylcyclopropane-1-carboxamide